C(CCCCC(=O)OCC(COC(CCCCC(=O)OCC\C=C/CCCC)=O)(CO)CO)(=O)OCC\C=C/CCCC O6-[2,2-bis(hydroxymethyl)-3-[6-[(Z)-oct-3-enoxy]-6-oxo-hexanoyl]oxy-propyl] O1-[(Z)-oct-3-enyl] hexanedioate